5-(difluoromethyl)pyrrolidine-1,2-dicarboxylic acid 1-(tert-butyl) 2-ethyl ester CCOC(=O)C1N(C(CC1)C(F)F)C(=O)OC(C)(C)C